C(C1=CC=CC=C1)C1C(N(CCN1C1=NC=2N(C(=C1)N1CCOCC1)N=C(C2)C2=CC=NC=C2)C)=O 3-benzyl-1-methyl-4-(7-morpholino-2-(pyridin-4-yl)pyrazolo[1,5-a]pyrimidin-5-yl)piperazin-2-one